N-(6-(methoxymethyl)-1-oxo-3-(o-tolyl)isoindolin-4-yl)-N-methylbenzo[d]isothiazole-3-carboxamide COCC1=CC(=C2C(NC(C2=C1)=O)C1=C(C=CC=C1)C)N(C(=O)C1=NSC2=C1C=CC=C2)C